titanium Barium sulfate S(=O)(=O)([O-])[O-].[Ba+2].[Ti+4].S(=O)(=O)([O-])[O-].S(=O)(=O)([O-])[O-]